CC=1N(N=C2C(=NN=C(C21)C)N2CCC(CC2)C(=O)NCCN2CCOCC2)C2=CC=C(C=C2)C 1-(3,4-dimethyl-2-(p-tolyl)-2H-pyrazolo[3,4-d]pyridazin-7-yl)-N-(2-morpholinoethyl)piperidine-4-carboxamide